N[C@H]1CN(C[C@@H](C1)F)C(=O)C1=CC2=C(N(C(=N2)C2=CC=3C(=NC(=CC3)C3=CC(=C(C(=O)N)C=C3C)F)N2CC2CC2)C)C(=C1)OC 4-(2-{5-[(3R,5R)-3-amino-5-fluoropiperidine-1-carbonyl]-7-methoxy-1-methyl-1H-1,3-benzodiazol-2-yl}-1-(cyclopropylmethyl)-1H-pyrrolo[2,3-b]pyridin-6-yl)-2-fluoro-5-methylbenzamide